[(Z)-non-3-enyl] octanedioate C(CCCCCCC(=O)[O-])(=O)OCC\C=C/CCCCC